4,4-dimethylpent-2-yn-1-amine hydrochloride Cl.CC(C#CCN)(C)C